NC=1C(=CC(=NC1Cl)C1=NC(=NC(=N1)NC(C(F)(F)F)C)NC(C(F)(F)F)C)OC 6-(5-amino-6-chloro-4-methoxypyridin-2-yl)-N2,N4-bis(1,1,1-trifluoroprop-2-yl)-1,3,5-triazine-2,4-diamine